1-{5'-chloro-7'-oxo-7',8'-dihydro-6'H-spiro[cyclohexane-1,9'-furo[2,3-f]quinazoline]-2'-ylmethyl}piperidine-4-carbonitrile ClC=1C=C2C(=C3C4(NC(NC13)=O)CCCCC4)OC(=C2)CN2CCC(CC2)C#N